(R)-N'-(((R)-2-methoxy-1,2,3,5,6,7-hexahydro-s-indacen-4-yl)carbamoyl)-6,6-dimethyl-6,7-dihydro-5H-pyrazolo[5,1-b][1,3]oxazine-3-sulfonimidamide CO[C@@H]1CC2=CC=3CCCC3C(=C2C1)NC(=O)N=[S@](=O)(N)C=1C=NN2C1OCC(C2)(C)C